4-(2,2,2-trifluoroacetyl)benzene-1-sulfonyl chloride FC(C(=O)C1=CC=C(C=C1)S(=O)(=O)Cl)(F)F